[6-(5-cyclopropyl-4H-1,2,4-triazol-3-yl)-2-azaspiro[3.3]heptan-2-yl]-[3-[4-[3-(trifluoromethyl)azetidin-1-yl]phenyl]azetidin-1-yl]methanone C1(CC1)C=1NC(=NN1)C1CC2(CN(C2)C(=O)N2CC(C2)C2=CC=C(C=C2)N2CC(C2)C(F)(F)F)C1